6-aminoHexane methyl-7-chloro-1H-indole-2-carboxylate COC(=O)C=1NC2=C(C=CC=C2C1)Cl.NCCCCCC